[I-].C(C)(C)N1CN(C=C1)C(C)C 1,3-diisopropyl-imidazole iodide